2-ethoxy-N-(2-(2-hydroxyethoxy)ethyl)-N,N-dimethyl-2-oxoethylammonium bromide [Br-].C(C)OC(C[N+](C)(C)CCOCCO)=O